FC1=CC=NC=C1C(=O)O 4-fluoronicotinic acid